3H-[1,2,3]triazolo[4,5-b]pyridin-3-yl-2-(methylamino)-5-nitronicotinate N1=NN(C2=NC=CC=C21)C2=NC(=C(C(=O)[O-])C=C2[N+](=O)[O-])NC